FC(C1CCC(CC1)N)F (1r,4r)-4-(difluoromethyl)cyclohexan-1-amine